ClC=1C=C(C=C(C1OC1=CN(C(C=C1)=O)C1=CC=C(C=C1)C)Cl)N1N=C(C(NC1=O)=O)C#N 2-(3,5-dichloro-4-((6-oxo-1-(4-methylphenyl)-1,6-dihydropyridin-3-yl)oxy)phenyl)-3,5-dioxo-2,3,4,5-tetrahydro-1,2,4-triazine-6-carbonitrile